2-(2,3-Dihydro-1H-pyrrolo[2,3-c]pyridin-4-yl)benzofuran-5-carbonitrile N1CCC=2C1=CN=CC2C=2OC1=C(C2)C=C(C=C1)C#N